(3R)-3-({2-[1-(piperidin-4-yl)-1H-pyrazol-4-yl][1,2,4]triazolo[1,5-c]quinazolin-5-yl}amino)azepan-2-one N1CCC(CC1)N1N=CC(=C1)C1=NN2C(=NC=3C=CC=CC3C2=N1)N[C@H]1C(NCCCC1)=O